(S)-N-(3-(1-((7-methoxyquinoxalin-2-yl)amino)ethyl)phenyl)-5-methylnicotinamide COC1=CC=C2N=CC(=NC2=C1)N[C@@H](C)C=1C=C(C=CC1)NC(C1=CN=CC(=C1)C)=O